2-(4-(6-((4-cyano-2-fluorobenzyl)oxy)pyridin-2-yl)-2,3,5-trifluorobenzyl)-1-(2-methoxyethyl)-1H-benzo[d]imidazole-6-carboxylic acid C(#N)C1=CC(=C(COC2=CC=CC(=N2)C2=C(C(=C(CC3=NC4=C(N3CCOC)C=C(C=C4)C(=O)O)C=C2F)F)F)C=C1)F